NN1C=NC(=C1C(=O)N)C1=CC=C(C=C1)C(NC1=NC=CC(=C1)C(C)C)=O 1-amino-4-(4-((4-isopropylpyridin-2-yl)carbamoyl)phenyl)-1H-imidazole-5-carboxamide